NC1C(C(C(OC1OC)CO)O)O 5-amino-2-(hydroxymethyl)-6-methoxytetrahydro-2H-pyran-3,4-diol